CC1=C(C(=NN1)C(F)(F)F)Br 5-methyl-3-(trifluoromethyl)-4-bromo-1H-pyrazole